FC(CNC(=O)C1=CN=C2N1C=C(C=C2)C2=CNC1=NC=C(C=C12)C1=C(C=CC=C1)C)F N-(2,2-difluoroethyl)-6-(5-(o-tolyl)-1H-pyrrolo[2,3-b]pyridin-3-yl)imidazo[1,2-a]pyridine-3-carboxamide